C(C)(C)NC(=O)C=1C=NC2=C(C=C(C=C2C1)OC)C1=CC=C(C=C1)C(F)(F)F N-isopropyl-6-methoxy-8-[4-(trifluoromethyl)phenyl]quinoline-3-carboxamide